C(C)OC([C@@](CCCCCl)(N(C1=CC=CC=C1)O)C#N)=O (S)-6-chloro-2-cyano-2-(hydroxy(phenyl)amino)hexanoic acid ethyl ester